4-({[4-cyano-1-(furan-3-carbonyl)-3-{4-methyl-1-[2-(morpholin-4-yl)acetyl]pyrrolidin-3-yl}-1H-pyrazol-5-yl]sulfanyl}methyl)benzene-1-carboximidamide C(#N)C=1C(=NN(C1SCC1=CC=C(C=C1)C(N)=N)C(=O)C1=COC=C1)C1CN(CC1C)C(CN1CCOCC1)=O